FC=1C=C(C(=NC1)C)C1(CC1)C(=O)O 1-(5-fluoro-2-methylpyridin-3-yl)cyclopropane-1-carboxylic acid